ethyl-dimethyl-laurylammonium methanesulfonate CS(=O)(=O)[O-].C(C)[N+](CCCCCCCCCCCC)(C)C